methyl (2S)-2-((2S)-3-(4-chlorophenyl)-2-(((2-(3-chlorophenyl)-2,2-difluoro-1-phenylethoxy)carbonyl)amino)propanamido)-3-((S)-2-oxopyrrolidin-3-yl)propanoate ClC1=CC=C(C=C1)C[C@@H](C(=O)N[C@H](C(=O)OC)C[C@H]1C(NCC1)=O)NC(=O)OC(C(F)(F)C1=CC(=CC=C1)Cl)C1=CC=CC=C1